CN(C(C(=CCC)C)=O)CCC N-methyl-ethyl-methyl-N-propyl-acrylamide